2-methyl-3-(4-trifluoromethylphenyl)-8-methoxyisoquinoline trifluoromethanesulfonate FC(S(=O)(=O)O)(F)F.CN1CC2=C(C=CC=C2C=C1C1=CC=C(C=C1)C(F)(F)F)OC